Cl.COC[C@H]1NCC1 (2S)-2-(methoxymethyl)azetidine HCl salt